BrC1=CN=C2C(=CC(=NC2=C1)Cl)C 7-bromo-2-chloro-4-methyl-1,5-naphthyridine